pentane-1,2,4,5-tetraol C(C(CC(CO)O)O)O